ClC1=C(CN2CCN(C3=CC=CC=C23)C(CN2CCCC2)=O)C=CC=C1 1-(4-(2-chlorobenzyl)-3,4-dihydroquinoxaline-1(2H)-yl)-2-(pyrrolidin-1-yl)ethan-1-one